C(C1=CC=CC=C1)O[C@@H](CO)CC#CC (2R)-2-(benzyloxy)hex-4-yn-1-ol